methyl 3-(7-cyano-2,3-dimethyl-1,1-dioxido-5-phenyl-2,3,4,5-tetrahydrobenzo[f][1,2,5]thiadiazepin-8-yl)benzoate C(#N)C=1C(=CC2=C(N(CC(N(S2(=O)=O)C)C)C2=CC=CC=C2)C1)C=1C=C(C(=O)OC)C=CC1